2-allyl-2-methylcyclohexan-1-one C(C=C)C1(C(CCCC1)=O)C